C1(=CC=C(C=C1)C)[Al](C1=CC=C(C=C1)C)C1=CC=C(C=C1)C tri-p-cresyl-aluminum